benzotriazoL N1N=NC2=C1C=CC=C2